C1(CCCCC1)[C@@H](C(=O)NC1=CC=C(C=C1)C=1C(=NN(C1C)CCOC)C)NC(=O)C1=CC=NN1C(C=C)C=C (S)-N-(1-cyclohexyl-2-((4-(1-(2-methoxyethyl)-3,5-dimethyl-1H-pyrazol-4-yl)phenyl)amino)-2-oxoethyl)-1-(penta-1,4-dien-3-yl)-1H-pyrazole-5-carboxamide